1-[3-(4-Fluoro-2-methyl-2H-pyrazol-3-yl)-4-methoxyphenyl]-3-(3-fluoro-phenyl)-urea FC1=C(N(N=C1)C)C=1C=C(C=CC1OC)NC(=O)NC1=CC(=CC=C1)F